trishydroxymethane triacrylate C(C=C)(=O)O.C(C=C)(=O)O.C(C=C)(=O)O.OC(O)O